(3-aminocyclohexyl)-5-bromothiophene-2-carboxamide NC1CC(CCC1)C1=C(SC(=C1)Br)C(=O)N